methacryloyl-aminophenol C(C(=C)C)(=O)C=1C(=C(C=CC1)O)N